(phenylamino)-2H-pyran C1(=CC=CC=C1)NC1OC=CC=C1